tert-butyl (3-bromo-4-oxocyclohexyl)carbamate BrC1CC(CCC1=O)NC(OC(C)(C)C)=O